N1C=C(C2=CC=CC=C12)C=1C=2N(N=C(C1)N[C@H]1CNCCC1)C=C(N2)C (R)-8-(1H-indol-3-yl)-2-methyl-N-(piperidin-3-yl)imidazo[1,2-b]pyridazin-6-amine